C(OCCC(F)(F)F)([O-])=O 2,2,2-trifluoroethylmethyl carbonate